O=C1NC=CC2=CC(=CC=C12)B1OC(C(O1)(C)C)(C)C 1-oxo-6-(4,4,5,5-tetramethyl-1,3,2-dioxaborolan-2-yl)isoquinolin